rac-(6S)-7-(4-bromo-3-chloro-benzoyl)-2-[4-(cyclopropoxy)phenyl]-N-[[2-(4-fluoropyrazol-1-yl)phenyl]methyl]-6-methyl-3-oxo-6,8-dihydro-5H-imidazo[1,5-a]pyrazine-1-carboxamide BrC1=C(C=C(C(=O)N2CC=3N(C[C@@H]2C)C(N(C3C(=O)NCC3=C(C=CC=C3)N3N=CC(=C3)F)C3=CC=C(C=C3)OC3CC3)=O)C=C1)Cl |r|